tert-Butyl-4-(N-((3-(dimethylamino)pyridin-2-yl)carbamothioyl)carbamimidoyl)-1H-pyrrolo[3,4-c]pyridine-2(3H)-carboxylate C(C)(C)(C)OC(=O)N1CC=2C(=NC=CC2C1)C(NC(NC1=NC=CC=C1N(C)C)=S)=N